N1=C(C=CC2=CC=C3C=CC=NC3=C12)C=1C=C2C(=NC1)C1=C(O2)C=CC=C1OC 3-(1,10-phenanthroline-2-yl)-9-methoxybenzofurano[3,2-b]pyridine